C(C)(C)(C)OC(=O)N1C(N(CC1)[C@@H](C)C1=C(C(=CC(=C1)F)Cl)CO)=O (S)-3-(1-(3-chloro-5-fluoro-2-(hydroxymethyl)phenyl)ethyl)-2-oxoimidazolidine-1-carboxylic acid tert-butyl ester